3,4-dihydrodibenzo[b,d]furan-1-ol C1(=CCCC=2OC3=C(C21)C=CC=C3)O